(S)-4-(trifluoromethyl)-6-((1-(4-(5-(trifluoromethyl)pyrimidin-2-yl)piperazine-1-carbonyl)piperidin-3-yl)amino)pyridazin-3(2H)-one FC(C=1C(NN=C(C1)N[C@@H]1CN(CCC1)C(=O)N1CCN(CC1)C1=NC=C(C=N1)C(F)(F)F)=O)(F)F